O1CCN(CC1)C=1C=C2C=NC=NC2=C(C1)C(=O)N 6-morpholinoquinazoline-8-carboxamide